ClC1=C(C2=C(C=3C(=NC(=NC13)SCC)N[C@H]1C(N(CCC1)C)=O)COC2)C2=CC=C(C=1SC(=C(C12)C#N)NC(OC(C)(C)C)=O)F tert-Butyl (4-(5-chloro-3-(ethylthio)-1-(((R)-1-methyl-2-oxopiperidin-3-yl)amino)-7,9-dihydrofuro[3,4-f]quinazolin-6-yl)-3-cyano-7-fluorobenzo[b]thiophen-2-yl)carbamate